benzene-2,5-disulphonic acid disodium salt [Na+].[Na+].C1=C(C=CC(=C1)S(=O)(=O)[O-])S(=O)(=O)[O-]